11-methoxy-4,8-dimethylundecanal COCCCC(CCCC(CCC=O)C)C